[Br-].C[N+](=C1OCCC1(C1=CC=CC=C1)C1=CC=CC=C1)C dimethyl-(tetrahydro-3,3-diphenyl-2-furylidene)-ammonium bromide